Sodium biquinolin-4-yl N1=CC=C(C2=CC=CC=C12)C1=CC=NC2=CC=CC=C12.[Na]